(1'R,2'R,5'S,14R)-6,19-difluorospiro[8,12-dioxa-21-azatetracyclo[14.3.1.110,13.02,7]henicosa-1(20),2,4,6,10,13(21),16,18-octaene-14,4'-bicyclo[3.1.0]hexane]-2'-ylmethanesulfonamide FC=1C=CC=C2C=3C(=CC=C(C[C@@]4(C[C@H]([C@@H]5C[C@H]45)CS(=O)(=O)N)C=4OC=C(COC12)N4)C3)F